C(C)N[C@@H](C(C)C)C(=O)O ethyl-L-valine